C(C)(C)(C)OC(=O)N[C@H](CC(=O)OCC)CCCO ethyl (S)-3-((tert-butoxycarbonyl)amino)-6-hydroxyhexanoate